O1C=CC=2C(=NC=CC21)C2=CC=C(C(=O)N[C@@H]1CN(C[C@H]1OC)C1=NC=C(C=N1)CO)C=C2 4-(furo[3,2-c]pyridin-4-yl)-N-{(3R,4R)-1-[5-(hydroxymethyl)pyrimidin-2-yl]-4-methoxypyrrolidin-3-yl}benzamide